[Sb].[Pb] lead-antimony